(4-(piperazin-1-yl)phenyl)-3-(quinolin-4-yl)imidazo[1,2-b]pyridazine-6-carboxamide N1(CCNCC1)C1=CC=C(C=C1)C=1N=C2N(N=C(C=C2)C(=O)N)C1C1=CC=NC2=CC=CC=C12